N1N=CC(=C1)C1=CC=C(C=C1)NC=1C2=C(N=C(N1)C1=CC=C3C=C(NC3=C1)C(=O)NC1COCC1)C=CS2 6-(4-((4-(1H-pyrazol-4-yl)phenyl)-amino)-thieno-[3,2-d]-pyrimidin-2-yl)-N-(tetrahydro-furan-3-yl)-1H-indole-2-carboxamide